(6E)-7-[2-[(tert-butoxycarbonyl)amino]-1,3-thiazol-4-yl]-5-(methylamino)hept-6-enoic acid ethyl ester C(C)OC(CCCC(\C=C\C=1N=C(SC1)NC(=O)OC(C)(C)C)NC)=O